4-(3-((5-chloro-2-((3-methyl-1-(8-methyl-8-azabicyclo[3.2.1]octan-3-yl)-1H-pyrazol-4-yl)amino)pyrimidin-4-yl)amino)propyl)-2,2-dimethyl-1,4-oxazepan-3-one ClC=1C(=NC(=NC1)NC=1C(=NN(C1)C1CC2CCC(C1)N2C)C)NCCCN2C(C(OCCC2)(C)C)=O